methyl 5-(5-fluoro-2-methylpyridin-4-yl)-1H-pyrazole-3-carboxylate FC=1C(=CC(=NC1)C)C1=CC(=NN1)C(=O)OC